CC1=C(C(=C(C1([Hf]C1(C=CC2=CC=3CC(CC3C=C12)(C)C)CC1=CC=CC=C1)C)C)C)C pentamethylcyclopentadienyl(1-benzyl-6,6-dimethyl-1,5,6,7-tetrahydro-s-indacenyl)hafnium